N1C(=CC2=CC=CC=C12)B1OC(C)(C)C(C)(C)O1 indole-2-boronic acid pinacol ester